[Ru](Cl)(Cl)Cl.C(=O)(O)C=1C=CC(=NC1)C1=NC=C(C=C1)C(=O)O (5,5'-dicarboxy-2,2'-bipyridine) ruthenium chloride